2,4,6-trimethylbenzenesulfinic acid methyl ester COS(=O)C1=C(C=C(C=C1C)C)C